C1(=C(C(=C2C(=C(C3=C(C(=C(C4=C(C(=C1C2=C34)[2H])[2H])[2H])[2H])[2H])[2H])[2H])[2H])[2H])[2H] pyrene-d10